O[C@H]1CN(CC1)C(C1=CSC2=C1N=C(N=C2N2[C@@H](COCC2)C)C2=C1C(=NC=C2)NC=C1)C(=O)C(N1C[C@@H](CC1)O)C1=CSC2=C1N=C(N=C2N2[C@@H](COCC2)C)C2=C1C(=NC=C2)NC=C1 ((R)-3-Hydroxypyrrolidin-1-yl)(4-((R)-3-methylmorpholinyl)-2-(1H-pyrrolo[2,3-b]pyridine-4-yl)thieno[3,2-d]pyrimidin-7-yl)methyl ketone